FC(C=1C=C(C(=O)NC(C)C2=NC=CN=C2N2N=CC(=C2)S(=O)(=O)C(F)(F)F)C=C(C1)C(F)(F)F)(F)F 3,5-bis(trifluoromethyl)-N-[1-[3-[4-(trifluoromethylsulfonyl)pyrazol-1-yl]pyrazin-2-yl]ethyl]benzamide